C[C@H](C(=O)N1CCN(CC1)C=1C=NN2C1C=CC(=C2)C=2C=NN(C2)C)CC2=CC=CC=C2 (S)-2-methyl-1-(4-(6-(1-methyl-1H-pyrazol-4-yl)pyrazolo[1,5-a]pyridin-3-yl)piperazin-1-yl)-3-phenylpropan-1-one